ethyl 1H,3H,4H,7H-pyrrolo[2,3-h]isoquinoline-8-carboxylate C1NCCC2=CC=C3C(=C12)C=C(N3)C(=O)OCC